FC=1C=C(C=C(C1)F)NC(=O)C1=NN(C(=CC1=O)C)C1=CC=CC=C1 N-(3,5-difluorophenyl)-6-methyl-4-oxo-1-phenyl-1,4-dihydropyridazine-3-carboxamide